N-(4-Methylphenyl)-6-piperazine-1-ylpyridazine-3-carboxamide CC1=CC=C(C=C1)NC(=O)C=1N=NC(=CC1)N1CCNCC1